4-cyanophenylpinacol C(#N)C1=CC=C(C=C1)CC(O)(C)C(C)(C)O